CC1=C(C(=O)OCC2=CC=C(C=C2)[C@H](C(=O)NC=2C=C3C=CN=CC3=CC2)CN)C=CC(=C1)C {4-[(2S)-3-amino-1-(isoquinoline-6-ylamino)-1-oxopropane-2-yl]phenyl}methyl 2,4-dimethylbenzoate